NCC(C1=C(C=C(C(=C1)Cl)Cl)OC)C1CCN(CC1)C(=O)OC(C)(C)C tert-butyl 4-[2-amino-1-(4,5-dichloro-2-methoxyphenyl)ethyl]piperidine-1-carboxylate